(2SR,3R,4R,5R)-4-Benzyloxy-5-(benzyloxymethyl)-2-(4-chloro-5-methyl-pyrrolo[3,2-d]pyrimidin-7-yl)-3-fluoro-tetrahydrofuran-2-ol C(C1=CC=CC=C1)O[C@H]1[C@H]([C@](O[C@@H]1COCC1=CC=CC=C1)(O)C1=CN(C2=C1N=CN=C2Cl)C)F |&1:10|